CC(C[C@@H](C(N[C@@H](C[C@H]1C(NCC1)=O)C(COC(F)(F)F)=O)=O)NC(C(=O)N)=O)C N1-((S)-4-methyl-1-oxo-1-(((S)-3-oxo-1-((S)-2-oxopyrrolidin-3-yl)-4-(trifluoromethoxy)butan-2-yl)amino)pentan-2-yl)oxalamide